2-methylpropane-2-thiolate CC(C)(C)[S-]